ethoxy-4-((1E,4Z)-hepta-1,4-dien-1-yl)phenol C(C)OC1=C(C=CC(=C1)\C=C\C\C=C/CC)O